triethoxyglycerol triacrylate C(C=C)(=O)OC(C(OC(C=C)=O)(COC(C=C)=O)OCC)(OCC)OCC